4-{2-{[4-(3,4-dichlorophenyl)thiazol-2-yl]oxy}ethyl}morpholine tert-butyl-((1r,3r)-3-((5,6-difluoropyridin-3-yl)oxy)cyclobutyl)carbamate C(C)(C)(C)N(C(O)=O)C1CC(C1)OC=1C=NC(=C(C1)F)F.ClC=1C=C(C=CC1Cl)C=1N=C(SC1)OCCN1CCOCC1